COCC1NC(CC(C1)=O)C=1N=NN(C1)C 2-(methoxymethyl)-6-(1-methyltriazol-4-yl)piperidin-4-one